2-FURONITRIL O1C(=CC=C1)C#N